C(C)(C)(C)OC(=O)N1CC=2C(CC1)=CN(N2)C=2C(=C(C=CC2)C2=C(C(=CC=C2)C=2OC1=C(N2)C=C(C=C1C#N)CO)C)Cl 2-(2-chloro-3'-(7-cyano-5-(hydroxymethyl)benzo[d]oxazol-2-yl)-2'-methylbiphenyl-3-yl)-4,5-dihydro-2H-pyrazolo[3,4-c]pyridine-6(7H)-carboxylic acid tert-butyl ester